1-methylpyrrolidin-3-yl 2-hydroxy-2,2-diphenylacetate OC(C(=O)OC1CN(CC1)C)(C1=CC=CC=C1)C1=CC=CC=C1